Cl.C(C)N1CCN(CC1)CC=1C=CC(=NC1)NC1=NC=C(C(=N1)C=1C=C2C(=CC(=NC2=C(C1)F)C)C(C)(C)F)F N-(5-((4-Ethylpiperazin-1-yl)methyl)pyridin-2-yl)-5-fluoro-4-(8-fluoro-4-(2-fluoropropan-2-yl)-2-methylquinolin-6-yl)pyrimidin-2-amine hydrochloride